(S)-(1-fluorocyclopropyl)(6-(4-(2-(pyrimidin-2-ylmethoxy)phenyl)piperidin-1-yl)-2-azaspiro[3.4]octan-2-yl)methanone FC1(CC1)C(=O)N1CC2(C1)C[C@H](CC2)N2CCC(CC2)C2=C(C=CC=C2)OCC2=NC=CC=N2